FC=1C=C(C(=NC1)I)O 5-fluoro-2-iodo-pyridin-3-ol